(1R,3S)-3-(3-((5-cyanopyridazin-3-yl)amino)-1H-pyrazol-5-yl)cyclopentyl (1-methylcyclopropyl)carbamate CC1(CC1)NC(O[C@H]1C[C@H](CC1)C1=CC(=NN1)NC=1N=NC=C(C1)C#N)=O